O1N=C(C2=C1C=CC=C2)C2CCN(CC2)CCN2C(CC(CCC2)=O)=O 1-{2-[4-(1,2-benzisoxazol-3-yl)piperidin-1-yl]ethyl}azepan-2,4-dione